bromospiro[7H-benzo[c]fluorene-7,9'-9H-fluorene] BrC1=CC=CC=2C3=CC=CC=C3C3(C12)C=1C=CC=CC1C=1C2=C(C=CC13)C=CC=C2